N3-(cyclobutylmethyl)-N1-{7-methoxy-5-[2-(triisopropylsilyl)ethynyl]pyrido[2,3-d]pyrimidin-2-yl}-4-(4-methylpiperazin-1-yl)benzene-1,3-diamine C1(CCC1)CNC=1C=C(C=CC1N1CCN(CC1)C)NC=1N=CC2=C(N1)N=C(C=C2C#C[Si](C(C)C)(C(C)C)C(C)C)OC